1,2-Bis(4-methoxyphenyl)-1,2-diphenylethen COC1=CC=C(C=C1)C(=C(C1=CC=CC=C1)C1=CC=C(C=C1)OC)C1=CC=CC=C1